NC=1N=C(C2=C(N1)C=C(S2)I)NCCCO 3-((2-amino-6-iodothieno[3,2-d]pyrimidin-4-yl)amino)-1-propanol